2-(4-((4-(1H-1,2,4-triazol-1-yl)phenyl)sulfonylamino)-2,6-difluorobenzoylamino)-3-(5-(2,6-dimethoxyphenyl)isoquinolin-8-yl)propanoic acid N1(N=CN=C1)C1=CC=C(C=C1)S(=O)(=O)NC1=CC(=C(C(=O)NC(C(=O)O)CC=2C=CC(=C3C=CN=CC23)C2=C(C=CC=C2OC)OC)C(=C1)F)F